(7-OXO-HEPTYL)-CARBAMIC ACID TERT-BUTYL ESTER C(C)(C)(C)OC(NCCCCCCC=O)=O